COC(CCCC=O)=O.C=1N=CN2C1C=CC(=C2)C(=O)N2CCCC2 1-{imidazo[1,5-a]pyridine-6-carbonyl}pyrrolidine methyl-(E)-5-oxopentanoate